BrC(CC(CC(CC(CC(CCCC(OCCCC)OC(CCCC(CC(CC(CC(CC(C)Br)C)C)C)C)OCCCC)C)C)C)C)C 12-bromo-4,6,8,10-tetramethyltridecylbutoxymethyl ether